[N+](=O)([O-])C1=CC=C(C=C1)N1N=C(CC1=O)C 1-(4-nitrophenyl)-3-methyl-5-pyrazolone